C(C)(=O)N1CC[C@@H]2N(C([C@H](C1)NC(=O)C1=CC3=C(S1)C=CC(=C3)C(F)(F)P(O)(O)=O)=O)[C@@H](CC2)C(N(C)C2=CC=C(C=C2)Br)=O ((2-(((5S,8S,10aR)-3-acetyl-8-((4-bromophenyl)(methyl)carbamoyl)-6-oxodecahydropyrrolo[1,2-a][1,5]diazocin-5-yl)carbamoyl)benzo[b]thiophen-5-yl)difluoromethyl)phosphonic acid